5-formylpseudouridine C(=O)C1([C@H]2[C@H](O)[C@H](O)[C@@H](CO)O2)C=NC(=O)NC1=O